CC1=C2C=C(N(C2=CC=C1CN1CCC(CC1)NC=1C2=C(N=CN1)SC(=C2)CC(F)(F)F)CC(C)N2CCN(CC2)S(=O)(=O)C)C#N 4-methyl-1-(2-(4-(methylsulfonyl)piperazin-1-yl)propyl)-5-((4-((6-(2,2,2-trifluoroethyl)thieno[2,3-d]pyrimidin-4-yl)amino)piperidin-1-yl)methyl)-1H-indole-2-carbonitrile